CN(C1=CC=C(C=C1)C=1NC(=C(N1)C1=CC=CC=C1)C1=CC=CC=C1)C 2-(p-dimethylaminophenyl)-4,5-diphenylimidazole